4-(6-chloropyridin-3-yl)morpholin-3-one ClC1=CC=C(C=N1)N1C(COCC1)=O